Cl[Pd](N)(N)Cl dichloro-diamino-palladium